1,3,7-heptanetricarbohydrazide C(CC(CCCCC(=O)NN)C(=O)NN)C(=O)NN